(4-(4-benzyl-3,5-dioxo-1,2,4-thiadiazolidin-2-yl)butyl)-L-alanine C(C1=CC=CC=C1)N1C(N(SC1=O)CCCCN[C@@H](C)C(=O)O)=O